tert-Butyl 3-bromo-1-oxa-2,9-diazaspiro[4.5]dec-2-ene-9-carboxylate BrC1=NOC2(C1)CCCN(C2)C(=O)OC(C)(C)C